FN1C(C2=CC=CC=C2C(=N1)CC=1C=NC=C(C1)N1C(C(C2=CC=CC=C12)(C)O)=O)=O (-)-Fluoro-4-((5-(3-Hydroxy-3-Methyl-2-Oxoindolin-1-Yl)Pyridin-3-Yl)Methyl)Phthalazin-1(2H)-One